COC1=CC=C(C=CC(=O)OCCC(C)C)C=C1 Isoamyl p-Methoxy-cinnamate